C(C1=CC=CC=C1)OC1=NC(=CC=C1C1=NN(C2=C(C(=CC=C12)C=1CCNCC1)F)C)OCC1=CC=CC=C1 3-(2,6-dibenzyloxy-3-pyridyl)-7-fluoro-1-methyl-6-(1,2,3,6-tetrahydropyridin-4-yl)indazole